6-(4-(2-Fluoro-5-((4-oxo-7-(prop-1-yn-1-yl)-3,4-dihydrophthalazin-1-yl)methyl)benzoyl)-3,3-dimethyl-2-oxopiperazin-1-yl)nicotinonitrile FC1=C(C(=O)N2C(C(N(CC2)C2=NC=C(C#N)C=C2)=O)(C)C)C=C(C=C1)CC1=NNC(C2=CC=C(C=C12)C#CC)=O